O1CCN(CC1)C1=CC(=C2C=NC=NC2=C1)OC1CCC(CC1)N 4-(7-morpholinoquinazolin-5-yl)oxycyclohexylamine